N1CC(C1)COC=1C2=CN(C=C2C=CC1)C(=O)C1=C(C=C(C=C1O)O)OCC1=CC=CC=C1 (4-(azetidin-3-ylmethoxy)isoindol-2-yl)(2-(benzyloxy)-4,6-dihydroxyphenyl)methanone